FC1=CC=C(C=C1)C12CC(C1)(C2)C(CC(=O)N2CC(CC(C2)NC(OC(C)(C)C)=O)NC(OC(C)(C)C)=O)NC(C2=CN=CC=C2)=O di-tert-butyl (1-(3-(3-(4-fluorophenyl)bicyclo[1.1.1]pentan-1-yl)-3-(nicotinamido)propanoyl)piperidine-3,5-diyl)dicarbamate